4-(benzo[d]isoxazol-6-yl)-5-chloro-2-fluoroaniline O1N=CC2=C1C=C(C=C2)C2=CC(=C(N)C=C2Cl)F